ClC1=CC(=C(C(=O)NC=2C=NNC(C2)=O)C=C1C(F)(F)F)OC1=C(C=C(C=C1)F)C 4-chloro-2-(4-fluoro-2-methylphenoxy)-N-(6-oxo-1,6-dihydropyridazin-4-yl)-5-(trifluoromethyl)benzamide